FC(OC1=CC=C(C=C1)C1=NN(C(=C1)O)C1=NC(=C(N=C1C)C)C)(F)F 3-(4-(trifluoromethoxy)phenyl)-1-(3,5,6-trimethylpyrazin-2-yl)-1H-pyrazol-5-ol